N-cyclopentyl-4-morpholino-2-[(2E)-2-(m-tolylmethylene)hydrazino]furo[2,3-d]pyrimidine-6-carboxamide C1(CCCC1)NC(=O)C1=CC2=C(N=C(N=C2N2CCOCC2)N/N=C/C=2C=C(C=CC2)C)O1